5-(benzyloxy)-N1-(2-(4,4-dimethylpiperidin-1-yl)pyrimidin-5-yl)-4,6-difluorobenzene-1,2-diamine C(C1=CC=CC=C1)OC1=C(C=C(C(=C1F)NC=1C=NC(=NC1)N1CCC(CC1)(C)C)N)F